fluoro-4-(9-carbazolyl)benzaldehyde FC1=C(C=O)C=CC(=C1)N1C2=CC=CC=C2C=2C=CC=CC12